3-bromo-4-methoxy-1H-indazole BrC1=NNC2=CC=CC(=C12)OC